ClC=1C=C(CC2C(C(N(C2)C=2N=C3C(=NC2)NC=C3)=O)(C(=O)N)O)C=C(C1)F (3-chloro-5-fluorobenzyl)-3-hydroxy-2-oxo-1-(5H-pyrrolo[2,3-b]pyrazin-2-yl)pyrrolidine-3-carboxamide